[Si](C)(C)(C(C)(C)C)OC[C@H]1CO1 tert-butyldimethylsilyl-(R)-(-)-glycidylether